C(C)(C)OC1=NC=CC(=N1)C 2-isopropoxy-4-methylpyrimidin